N-(propan-2-yl)acetamide CC(C)NC(C)=O